OC1(CC(C1)C(=O)N1CC2(C1)CC(C2)CC2=CC=C(C=C2)C(C)C)C ((1s,3s)-3-Hydroxy-3-methylcyclobutyl)(6-(4-isopropylbenzyl)-2-azaspiro[3.3]heptan-2-yl)methanon